BrC=1C=C2C=NC(=NC2=CC1C(F)(F)P(OCC)(OCC)=O)OC[C@@H]1C(C1)(F)F |o1:24| (R or S)-diethyl ((6-bromo-2-((2,2-difluorocyclopropyl)methoxy) quinazolin-7-yl)difluoromethyl)phosphonate